Cl.C1(CCC1)N cyclobutane-1-amine hydrochloride